1,4-Dibromo-2,6-difluorobenzene BrC1=C(C=C(C=C1F)Br)F